FC1=CC=C(C=C1)NC(=O)C1(CC1)C(=O)NC1=CC=C(C=C1)OC1=CC=NC2=CC(=CC=C12)N1C=NC(=C1)C 1-N'-(4-fluorophenyl)-1-N-[4-[7-(4-methylimidazol-1-yl)quinolin-4-yl]Oxyphenyl]Cyclopropane-1,1-dicarboxamide